NCCNCCNCCN1CCNCC1 N-(2-aminoethyl)-N'-(2-piperazinylethyl)-ethylenediamine